tris(dimethylamide) (3-methylpyrazolate) titanium [Ti+4].CC1(N=NC=C1)C(=O)[O-].C[N-]C.C[N-]C.C[N-]C